(-)-methyl 5-(1-amino-3-cyclopropylpropyl)-2-fluorophenylcarbamate NC(CCC1CC1)C=1C=CC(=C(C1)NC(OC)=O)F